6-((1H-Indol-7-yl)amino)-7-chlorochinolin-5,8-dion N1C=CC2=CC=CC(=C12)NC=1C(C=2C=CC=NC2C(C1Cl)=O)=O